2-(Dimethylamino)-N-(4-(4-(4-isopropyl-5-(8-methyl-[1,2,4]triazolo[1,5-a]pyridin-6-yl)-1H-pyrazol-3-yl)phenyl)cyclohexyl)-N-methylacetamide CN(CC(=O)N(C)C1CCC(CC1)C1=CC=C(C=C1)C1=NNC(=C1C(C)C)C=1C=C(C=2N(C1)N=CN2)C)C